2-methylpropan-2-yl-{[4-(dihydroxyboryl)-7-fluorobenzo[2,1-d][1,3]thiazolylcyclopentyl]amino}methane CC(C)(C)CNC1(CCCC1)C=1SC2=C(N1)C(=CC=C2F)B(O)O